COCC=1C(=NN(C1)COCC[Si](C)(C)C)N1N=C(C(=C1)B1OC(C(O1)(C)C)(C)C)C(F)(F)F 2-[[4-(methoxymethyl)-3-[4-(4,4,5,5-tetramethyl-1,3,2-dioxaborolan-2-yl)-3-(trifluoromethyl)pyrazol-1-yl]pyrazol-1-yl]methoxy]ethyl-trimethyl-silane